C(\C=C/C(=O)O)(=O)O.O=C1C2=C(N(C3=C(N1)C=CC=C3)CCCNC/C=C/C(=O)OCC)C=C(C=C2)C(F)(F)F Ethyl (E)-4-{[3-(11-oxo-3-(trifluoromethyl)-10,11-dihydro-5H-dibenzo[b,e][1,4]diazepin-5-yl)propyl]amino}but-2-enoate maleate